ClC1=CC(=C(N=N1)C(=O)NC([2H])([2H])[2H])NC1=NC=CC=2C=3C(CN(C12)C)=CN(N3)C 6-chloro-4-((2,5-dimethyl-4,5-dihydro-2H-pyrazolo[4,3-c][1,7]naphthyridin-6-yl)amino)-N-(methyl-d3)pyridazinecarboxamide